4-[2-(2-Thienyl)-1-pyrrolidinyl]thieno[2,3-d]pyrimidine S1C(=CC=C1)C1N(CCC1)C=1C2=C(N=CN1)SC=C2